N(C(=O)N)C1=CC=C(C=C1)[As](O)(O)=O p-ureidophenylarsonic acid